8-octanoxypyrene-1,3,6-trisulfonic acid trisodium salt [Na+].[Na+].[Na+].C(CCCCCCC)OC=1C=C(C=2C=CC3=C(C=C(C=4C=CC1C2C43)S(=O)(=O)[O-])S(=O)(=O)[O-])S(=O)(=O)[O-]